2-(4-((4-(3-cyclohexyl-4-(trifluoromethyl)benzyl)piperazin-1-yl)methyl)-2,6-dimethylphenoxy)-2-methylpropanoic acid ethyl ester C(C)OC(C(C)(C)OC1=C(C=C(C=C1C)CN1CCN(CC1)CC1=CC(=C(C=C1)C(F)(F)F)C1CCCCC1)C)=O